2-fluoro-5-(3-methyl-4-nitrophenoxy)aniline FC1=C(N)C=C(C=C1)OC1=CC(=C(C=C1)[N+](=O)[O-])C